N-(5-Fluoro-2-methoxy-4-(4-methylpiperazin-1-yl)phenyl)-7-((tetrahydro-2H-pyran-4-yl)methyl)-7H-pyrrolo[2,3-d]pyrimidin-2-amine FC=1C(=CC(=C(C1)NC=1N=CC2=C(N1)N(C=C2)CC2CCOCC2)OC)N2CCN(CC2)C